11-amino-3-cyclopropyl-7-isopropyl-5-methyl-6,7-dihydroisoxazolo[4'',3'':6',7']cyclohepta[1',2':4,5]pyrrolo[2,3-d]pyrimidin-4(5H)-one NC=1C2=C(N=CN1)N(C1=C2C=2C(C(C(C1)C)=O)=C(ON2)C2CC2)C(C)C